5-(2-fluorophenyl)-1H-pyrrole-3-carboxylic acid ethyl ester C(C)OC(=O)C1=CNC(=C1)C1=C(C=CC=C1)F